8-(Benzyloxy)-4-tert-butoxy-6-cyclopropyl-7-[6-fluoro-5-methyl-1-(oxan-2-yl)-1H-indazol-4-yl]-2-[(oxan-4-yl)oxy]quinazoline C(C1=CC=CC=C1)OC=1C(=C(C=C2C(=NC(=NC12)OC1CCOCC1)OC(C)(C)C)C1CC1)C1=C2C=NN(C2=CC(=C1C)F)C1OCCCC1